tert-butyl-((4-nitrophenyl) sulfonyl) piperazine-1-carboxylate N1(CCNCC1)C(=O)OS(=O)(=O)C1=C(C=C(C=C1)[N+](=O)[O-])C(C)(C)C